BrC1=CC(=C2C(=NC(=NC2=C1F)S(=O)(=O)CC)N1CC2CCC(C1)N2C(=O)[O-])C 3-(7-bromo-2-(ethylsulfonyl)-8-fluoro-5-methylquinazolin-4-yl)-3,8-diazabicyclo[3.2.1]octane-8-carboxylate